(R)-2-[4-(trifluoromethanesulfonyloxy)phenyl]propionic acid FC(S(=O)(=O)OC1=CC=C(C=C1)[C@H](C(=O)O)C)(F)F